OC=1C(=NC2=CC=CC=C2C1C1=CC=CC=C1)C(=O)O 3-hydroxy-4-phenylquinoline-2-formic acid